tri(2-ethoxyethyl)ammonium C(C)OCC[NH+](CCOCC)CCOCC